FC(C=1C=C(C=CC1F)C=1C=C(C=NC1)CN1C(OC2(CN(C2)C(=O)OCCCC)C1)=O)F butyl 7-((5-(3-(difluoromethyl)-4-fluorophenyl)pyridin-3-yl)methyl)-6-oxo-5-oxa-2,7-diazaspiro[3.4]octane-2-carboxylate